6-Amino-3-((1S,3S)-4'-chloro-3-(4-chloro-1H-pyrazol-1-yl)-1',2'-dihydrospiro[cyclopentane-1,3'-pyrrolo[2,3-b]pyridin]-5'-yl)-2-fluoro-N,N-dimethylbenzamide NC1=CC=C(C(=C1C(=O)N(C)C)F)C=1C(=C2C(=NC1)NC[C@@]21C[C@H](CC1)N1N=CC(=C1)Cl)Cl